BrC=1C=2N(C=C(C1)C=1C=NN(C1C)[C@@H]1CN(CCC1)C(=O)OC(C)(C)C)N=CC2C#N tert-butyl (3S)-3-[4-(4-bromo-3-cyano-pyrazolo[1,5-a]pyridin-6-yl)-5-methyl-pyrazol-1-yl]piperidine-1-carboxylate